3-(2-chlorophenyl)-7-(trans-4-hydroxycyclohexylamino)-1-(1-methylpiperidin-4-yl)-3,4-dihydropyrimido[4,5-d]-pyrimidin-2(1H)-one ClC1=C(C=CC=C1)N1C(N(C2=NC(=NC=C2C1)N[C@@H]1CC[C@H](CC1)O)C1CCN(CC1)C)=O